6-(3-hydroxy-2-nitro-phenoxy)-8-methyl-2-[4-(4-methylpiperazin-1-yl)anilino]pyrido[2,3-d]pyrimidin-7-one OC=1C(=C(OC2=CC3=C(N=C(N=C3)NC3=CC=C(C=C3)N3CCN(CC3)C)N(C2=O)C)C=CC1)[N+](=O)[O-]